(11S,13S,17S)-17-hydroxy-11,13-dimethyl-1,2,6,7,8,11,12,13,14,15,16,17-dodecahydro-3H-cyclopenta[a]phenanthren-3-one O[C@H]1CCC2C3CCC4=CC(CCC4=C3[C@H](C[C@]12C)C)=O